CC(C(CC1=CC=CC=C1)=O)(C(C)C)C 3,3,4-trimethyl-1-phenylpentan-2-one